mono-hexyl phosphate P(=O)(OCCCCCC)([O-])[O-]